FC(C1=CC(=NC2=CC=CC=C12)P(C1=C(C=CC=C1)C)(C1=C(C=CC=C1)C)=O)F (4-difluoromethylquinolin-2-yl)Di-tolyl-phosphorus oxide